4-(8-amino-3-((2S,3aR,6aS)-1-glycylhexahydro-1H-furo[3,4-b]pyrrol-2-yl)imidazo[1,5-a]pyrazin-1-yl)-3-fluoro-N-(4-(trifluoromethyl)pyridin-2-yl)benzamide NC=1C=2N(C=CN1)C(=NC2C2=C(C=C(C(=O)NC1=NC=CC(=C1)C(F)(F)F)C=C2)F)[C@@H]2C[C@@H]1[C@H](N2C(CN)=O)COC1